1-(2-Chloropyrimidin-4-yl)-4-methylpiperidine-4-carbamic acid tert-butyl ester C(C)(C)(C)OC(NC1(CCN(CC1)C1=NC(=NC=C1)Cl)C)=O